C(C)OC1=NC=CC=C1C1=CC(=C2C(=N1)C=NN2[C@H]2COCC2)N2CCCC2 |r| (±)-5-(2-ethoxy-3-pyridyl)-7-pyrrolidin-1-yl-1-tetrahydrofuran-3-yl-pyrazolo[4,3-b]pyridine